7-bromo-2H-1-benzofuran-3-one BrC1=CC=CC=2C(COC21)=O